tert-butyl (1-(4-(1H-imidazole-1-carbonyl)piperazin-1-yl)-2-methyl-1-oxopropan-2-yl)carbamate N1(C=NC=C1)C(=O)N1CCN(CC1)C(C(C)(C)NC(OC(C)(C)C)=O)=O